hydroxyethyl dibenzyl phosphite P(OCCO)(OCC1=CC=CC=C1)OCC1=CC=CC=C1